7-(1-bromoethyl)-5-(4,4-dimethylpiperidin-1-yl)-9-methyl-[1,2,4]triazolo[1,5-c]quinazoline BrC(C)C1=CC(=CC=2C=3N(C(=NC12)N1CCC(CC1)(C)C)N=CN3)C